FC1(CC2(C1)C[C@H](N(CC2)CC2=C1C=CN(C1=C(C=C2OC)C)C(=O)OC(C)(C)C)C2=C(C=C(C=C2)C(=O)OC)NC)F tert-Butyl (S)-4-((2,2-Difluoro-6-(4-(methoxycarbonyl)-2-(methylamino)phenyl)-7-azaspiro[3.5]nonan-7-yl)methyl)-5-methoxy-7-methyl-1H-indole-1-carboxylate